lithium bis(4-vinylphenyl) sulfide C(=C)C1=CC=C(C=C1)SC1=CC=C(C=C1)C=C.[Li]